C(=O)N1C=2C(NC(=NC2NCC1CNC1=CC=C(C(N[C@@H](CCC(=O)O)C(=O)O)=O)C=C1)N)=O 5-Formyl-tetrahydrofolic acid